3-(4-bromo-2-fluorophenyl)morpholine BrC1=CC(=C(C=C1)C1NCCOC1)F